Cl[Ru-4](=CCCC1=NC=CC=C1)(=C1N(CCN1C1=C(C=C(C=C1C)C)C)C1=C(C=C(C=C1C)C)C)Cl Dichloro[1,3-bis(2,4,6-trimethylphenyl)-2-imidazolidinylidene][3-(2-pyridyl)propylidene]ruthenium (II)